FC=1C(=C(C=CC1F)C=1CC(OC1C(=O)OCC)(CC(F)(F)F)C)OC ethyl 4-(3,4-difluoro-2-methoxy-phenyl)-2-methyl-2-(2,2,2-trifluoroethyl)-3H-furan-5-carboxylate